tert-butyl (8aR)-2-(3-(1-cyanoethyl)bicyclo[1.1.1]pentan-1-yl)-3-oxohexahydroimidazo[1,5-a]pyrazine-7(1H)-carboxylate C(#N)C(C)C12CC(C1)(C2)N2C(N1[C@@H](CN(CC1)C(=O)OC(C)(C)C)C2)=O